cyclopropyl-(thiophen-2-yl)methanone C1(CC1)C(=O)C=1SC=CC1